FC1=CC2=C(N(C(=N2)N2C[C@H]([C@@H](CC2)F)N)CC2=NOC(=C2)C)C=C1F (3r,4r)-1-(5,6-difluoro-1-((5-methylisoxazol-3-yl)methyl)-1H-benzo[d]imidazol-2-yl)-4-fluoropiperidin-3-amine